C1(CC1)N1C[C@@H](C[C@H](C1)F)NC1=NN=C(C2=CC=CC=C12)C1=CC=C(C=C1)OC N-((3R,5R)-1-cyclopropyl-5-fluoropiperidin-3-yl)-4-(4-methoxyphenyl)phthalazin-1-amine